2-(2-acryloyl-2,6-diazaspiro[3.4]octan-6-yl)-8,8-difluoro-4-(5-methyl-1H-indazol-4-yl)-5,6,7,8-tetrahydroquinoline-3-carbonitrile C(C=C)(=O)N1CC2(C1)CN(CC2)C2=NC=1C(CCCC1C(=C2C#N)C2=C1C=NNC1=CC=C2C)(F)F